2-(6-nitro-1H-benzimidazole-2-yl)phenol [N+](=O)([O-])C=1C=CC2=C(NC(=N2)C2=C(C=CC=C2)O)C1